BrC1=C(C=C2C(=N1)C=NN2C)C 5-bromo-1,6-dimethyl-1H-pyrazolo[4,3-b]pyridine